ClC1=CC=C(C=N1)N1C(C=CC2=CC=CN=C12)=O (6-chloropyridin-3-yl)-1,8-naphthyridin-2(1H)-one